O=C1N(C=CC(N1)=O)[C@H]1[C@]([C@@H]([C@@](O1)(F)COP(=O)(OC1=CC=CC=C1)N[C@H](C(=O)OC(C)C)C)O)(C)O propan-2-yl (2S)-2-[[[(2S,3S,4R,5R)-5-(2,4-dioxopyrimidin-1-yl)-2-fluoro-3,4-dihydroxy-4-methyloxolan-2-yl]methoxy-phenoxyphosphoryl]amino]propanoate